((4bS,5R,6R,7S,7aR)-7a-(4-bromophenyl)-4b,5-dihydroxy-4-methoxy-7-phenyl-4b,6,7,7a-tetrahydro-5H-cyclopenta[4,5]furo[2,3-c]pyridine-6-carbonyl)piperazine-1-carboxylate BrC1=CC=C(C=C1)[C@]12[C@](C3=C(C=NC=C3OC)O1)([C@@H]([C@@H]([C@H]2C2=CC=CC=C2)C(=O)OC(=O)N2CCNCC2)O)O